5-methoxy-2-(3a,4,6,6a-tetrahydrofuro[3,4-d]isoxazol-3-yl)isonicotinic acid COC1=CN=C(C=C1C(=O)O)C1=NOC2C1COC2